CC(C)(C)[S@@](=O)N[C@@H]1C2=CC(=CC=C2CC12CCNCC2)NC=2C=NN(C2)C (R)-2-methyl-N-((S)-5-((1-methyl-1H-pyrazol-4-yl)amino)-1,3-dihydrospiro[inden-2,4'-piperidin]-3-yl)propane-2-sulfinamide